(-)-4,4-difluoro-2-(4-fluorophenyl)-N-{4-[3-(4-fluorophenyl)-5-methyl-4-oxo-4,5-dihydro-1H-pyrrolo[3,2-c]pyridin-2-yl]pyridin-2-yl}butanamide FC(CC(C(=O)NC1=NC=CC(=C1)C1=C(C=2C(N(C=CC2N1)C)=O)C1=CC=C(C=C1)F)C1=CC=C(C=C1)F)F